NC=1NC(C=2N=CN(C2N1)CCOCP(OCCCOCCCCCCCCCCCCC#C[Si](C)(C)C)(O)=O)=O 3-((14-(trimethylsilyl)tetradec-13-yn-1-yl)oxy)propyl hydrogen ((2-(2-amino-6-oxo-1,6-dihydro-9H-purin-9-yl)ethoxy)methyl)phosphonate